ClC=1C=C(C(=NC1)OC)S(=O)(=O)NC1=CC(=C(C=C1)F)C1=CC2=C(N=C(N=C2)S(=O)(=O)C)N2C1=NC=C2 5-chloro-N-(4-fluoro-3-(2-(methylsulfonyl)imidazo[1',2':1,6]pyrido[2,3-d]pyrimidin-6-yl)phenyl)-2-methoxypyridine-3-sulfonamide